ClC1=CC(=C(C=C1)N1CCC(CC1)(C(=O)O)C=1C=NC(=CC1)C1=C(C=CC=C1)OCC)C#N 1-(4-chloro-2-cyanophenyl)-4-[6-(2-ethoxyphenyl)pyridin-3-yl]piperidine-4-carboxylic acid